tert-butyl-6-{[(3aR,4R,6R,6aS)-6-{4-chloropyrrolo[2,3-d]pyrimidin-7-yl}-2,2-dimethyl-tetrahydro-3aH-cyclopenta[d][1,3]dioxol-4-yl]methyl}-2,6-diazaspiro[4.5]decane-2-carboxylate C(C)(C)(C)OC(=O)N1CC2(CC1)N(CCCC2)C[C@H]2C[C@H]([C@@H]1OC(O[C@@H]12)(C)C)N1C=CC2=C1N=CN=C2Cl